(R)-N-((1H-pyrrolo[3,2-c]pyridine-2-yl)methyl)-2-(5-((1-(dibenzo[b,d]furan-2-yl)-2-methylpropyl)amino)-2-(2-fluorophenyl)-6-oxopyrimidin-1(6H)-yl)acetamide N1C(=CC=2C=NC=CC21)CNC(CN2C(=NC=C(C2=O)N[C@H](C(C)C)C2=CC1=C(OC3=C1C=CC=C3)C=C2)C2=C(C=CC=C2)F)=O